1-(2-chloroethyl)-5-(2-(4-((2-((1-oxotetrahydro-1λ6-thiophene-1-ylidene)amino)pyrimidin-4-yl)Oxy)phenyl)propan-2-yl)-1H-indazol ClCCN1N=CC2=CC(=CC=C12)C(C)(C)C1=CC=C(C=C1)OC1=NC(=NC=C1)N=S1(CCCC1)=O